FC(C1(N=N1)C1=CC=C(CBr)C=C1)(F)F 4-[3-(Trifluoromethyl)-3H-diazirin-3-yl]benzyl bromide